SCCCCC(=O)OCCOC(CCCCS)=O ethyleneglycol bis(5-mercaptovalerate)